N-(2-(5-oxo-2-((2,4,6-trifluorobenzyl)amino)-5,7-dihydro-6H-pyrrolo[3,4-b]pyridin-6-yl)ethyl)propionamide O=C1N(CC2=NC(=CC=C21)NCC2=C(C=C(C=C2F)F)F)CCNC(CC)=O